3-[(E)-3-(4-Bromo-2-fluorophenyl)-3-oxoprop-1-enyl]benzoic acid BrC1=CC(=C(C=C1)C(/C=C/C=1C=C(C(=O)O)C=CC1)=O)F